methyl-N-[2-[(1,4-dimethyl-5-phenylpyrazol-3-yl)oxylmethyl]phenyl]-N-methoxy-carbamate COC(N(OC)C1=C(C=CC=C1)COC1=NN(C(=C1C)C1=CC=CC=C1)C)=O